4-({[(tert-butoxy)carbonyl]amino}amino)-6-oxo-1,6-dihydropyridine-3-carboxylic acid C(C)(C)(C)OC(=O)NNC=1C(=CNC(C1)=O)C(=O)O